N-methyl-N-(2,2,2-trifluoroethyl)acetamide CN(C(C)=O)CC(F)(F)F